(S)-2-((5-Chloro-4-((3-(2,3-dihydrobenzo[b][1,4]dioxin-6-yl)-2-methylbenzyl)oxy)-2-((5-sulfamoylpyridin-3-yl)methoxy)benzyl)amino)-3-hydroxy-2-methylpropanoic acid ClC=1C(=CC(=C(CN[C@](C(=O)O)(CO)C)C1)OCC=1C=NC=C(C1)S(N)(=O)=O)OCC1=C(C(=CC=C1)C1=CC2=C(OCCO2)C=C1)C